F[C@H]1OCCC1 (2R,7aS)-2-Fluorotetrahydrofuran